3-(3-phenylpropyl)-5-(4-cyclobutylmethylpyrrolidin-2-yl)-1,2,4-oxadiazole C1(=CC=CC=C1)CCCC1=NOC(=N1)C1NCC(C1)CC1CCC1